8-(1-aminoethyl)-2-(5-fluoropyridin-2-yl)-3,6-dimethylquinazolin-4(3H)-one NC(C)C=1C=C(C=C2C(N(C(=NC12)C1=NC=C(C=C1)F)C)=O)C